C(C)(C)N1N=CC(=C1)C=1C=C(C=CC1)N(C(=O)[C@@H]1CC[C@H](CC1)OCC(=O)O)C[C@@H]1CC[C@H](CC1)C1=CC(=C(C=C1)OC)C 2-((trans-4-((3-(1-Isopropyl-1H-pyrazol-4-yl)phenyl)((trans-4-(4-methoxy-3-methylphenyl)cyclohexyl)methyl)carbamoyl)cyclohexyl)oxy)acetic acid